(7-isobutyl-5,6,7,8-tetrahydro-1,6-naphthyridin-2-yl)phosphonate hydrochloride Cl.C(C(C)C)C1NCC=2C=CC(=NC2C1)P(O)(O)=O